6-(3-Amino-6-(1-(azetidin-3-yl)-1H-pyrazol-4-yl)pyrazin-2-yl)-2-(2,6-dichloro-3,5-dimethoxyphenyl)pyridazin-3(2H)-on NC=1C(=NC(=CN1)C=1C=NN(C1)C1CNC1)C=1C=CC(N(N1)C1=C(C(=CC(=C1Cl)OC)OC)Cl)=O